FC1=NC=CC(=C1)CN1C(=CC(=C1)O)C(=O)O 1-((2-fluoropyridin-4-yl)methyl)-4-hydroxy-1H-pyrrole-2-carboxylic acid